racemic-1-methyl-4-nitro-3-((1,1,1-trifluoropropan-2-yl)oxy)-1H-pyrazole CN1N=C(C(=C1)[N+](=O)[O-])O[C@@H](C(F)(F)F)C |r|